ClCCC[Si](F)(F)F gamma-chloropropyltrifluorosilane